CC1=C(C=CC=C1C(F)(F)F)C=1NC(=CC1C(=O)N)C1=C2C(=NC=C1)NC=C2 2-[2-methyl-3-(trifluoromethyl)phenyl]-5-(1H-pyrrolo[2,3-b]pyridin-4-yl)-1H-pyrrole-3-carboxamide